methyl-(heptyl-methanol) CC(O)CCCCCCC